NC1=CC=C(C=C1)C1NC2=NC=CC=C2C(=C1)C1=CC=C(C=C1)OC1=CC=C(C=C1)N 1,2-dihydro-2-(4-aminophenyl)-4-[4-(4-aminophenoxy)-phenyl]-naphthyridine